CS(=O)(=O)OC1C(CC1)C1=CC(=CC=C1)[N+](=O)[O-] 2-(3-nitrophenyl)cyclobutyl methanesulfonate